CC1=NN(C=C1C1=NC=2C(=NC=CC2C=2C=C3CCC[C@@H](C3=CC2)NC(=O)C2=NC(=NO2)C(C)(C)C)N1)C1CCOCC1 3-tert-Butyl-[1,2,4]oxadiazole-5-carboxylic acid ((S)-6-{2-[3-methyl-1-(tetrahydro-pyran-4-yl)-1H-pyrazol-4-yl]-3H-imidazo[4,5-b]pyridin-7-yl}-1,2,3,4-tetrahydro-naphthalen-1-yl)-amide